CC1=CC(=NC=C1)C1=CC=2C=NC(=CC2N1)NC1CCOCC1 2-(4-methylpyridin-2-yl)-N-(tetrahydro-2H-pyran-4-yl)-1H-pyrrolo[3,2-c]pyridin-6-amine